3-methyl-1H-pyrazolo[4,3-c]pyridine CC1=NNC2=C1C=NC=C2